C1(=CC=CC=C1)C1=C(C(=O)O)C=CC=C1.C(C1=CC=CC=C1)(=O)OC1=CC=CC=C1 phenyl benzoate (phenyl benzoate)